methyl 7-(4,4,5,5-tetramethyl-1,3,2-dioxaborolan-2-yl)benzofuran-2-carboxylate CC1(OB(OC1(C)C)C1=CC=CC=2C=C(OC21)C(=O)OC)C